OC1=CC=C(C=C1)CCCCC(C)=O p-hydroxybenzenehexanone